2-chloro-N-(2-((4,4-difluorocyclohexyl)amino)-2-oxo-1-(pyridazin-4-yl)ethyl)-N-(4-(thiazol-5-yl)phenyl)acetamide ClCC(=O)N(C1=CC=C(C=C1)C1=CN=CS1)C(C(=O)NC1CCC(CC1)(F)F)C1=CN=NC=C1